6-amino-3-(2-methoxyethyl)-5-(pyridin-3-yl)quinazolin-4(3H)-one NC=1C(=C2C(N(C=NC2=CC1)CCOC)=O)C=1C=NC=CC1